ClC1=CC=C(C=C1)NC(=O)C=1N=NSC1NC(C1=CN=CC(=C1)C(F)(F)F)=O N-(4-chlorophenyl)-5-(5-(trifluoromethyl)nicotinamido)-1,2,3-thiadiazole-4-carboxamide